N1(CCCCC1)CCNC1=NC=C(N=C1)C1=NC=CC=C1 N-(2-(piperidin-1-yl)ethyl)-5-(pyridin-2-yl)pyrazin-2-amine